1,3-dimethylethyleneurea CN1CCN(C1=O)C